N-([1,1'-biphenyl]-4-yl)-9,9-dimethyl-9H-fluoren-4-amine C1(=CC=C(C=C1)NC1=CC=CC=2C(C3=CC=CC=C3C12)(C)C)C1=CC=CC=C1